Cl.COC1=C(C=CC=C1CC1NCC2(CC2)C1CS(=O)(=O)N)C1=CC=CC=C1 (6-((2-methoxy-[1,1'-biphenyl]-3-yl)methyl)-5-azaspiro[2.4]heptan-7-yl)methanesulfonamide hydrochloride